Tert-butyl (S)-2-((((9H-fluoren-9-yl) methoxy) carbonyl) amino)-4-oxobutanoate C1=CC=CC=2C3=CC=CC=C3C(C12)COC(=O)N[C@H](C(=O)OC(C)(C)C)CC=O